CC1(C[C@@H]2CNC[C@H]1N(C2)C2=CC=C(C=C2)N2CCS(CC2)(=O)=O)C 4-(4-((1R,5S)-9,9-dimethyl-3,6-diazabicyclo[3.2.2]nonan-6-yl)phenyl)thiomorpholine-1,1-dioxide